OC1=CC(=CC=C1)NCC(N)=O 1-hydroxy-3-(carbamoylmethyl-amino)benzene